C1C(C(=O)C2=C(C=C(C=C2O1)O)O)C3=CC=C(C=C3)O The molecule is a hydroxyisoflavanone comprising isoflavanone carrying three hydroxy substituents at positions 5, 7 and 4'. It has a role as a bacterial metabolite.